((2R,3R)-3-benzyl-1,4-dioxaspiro[4.4]non-2-yl)methanol C(C1=CC=CC=C1)[C@@H]1[C@H](OC2(O1)CCCC2)CO